(5-Isopropyl-1H-pyrazol-3-yl)-[2-(pyrrolidine-1-carbonyl)-2,6-diazaspiro[3.3]heptan-6-yl]methanone C(C)(C)C1=CC(=NN1)C(=O)N1CC2(CN(C2)C(=O)N2CCCC2)C1